2-fluoro-N-(8'-(hydroxymethyl)-4'H-spiro[cyclopropane-1,5'-naphtho[2,1-d]isoxazol]-3'-yl)-6-methoxy-N-(2-(trimethylsilyl)ethyl)benzenesulfonamide FC1=C(C(=CC=C1)OC)S(=O)(=O)N(CC[Si](C)(C)C)C1=NOC2=C1CC1(C3=CC=C(C=C32)CO)CC1